(S)-tert-butyl (6,7-dihydro-5H-pyrazolo[5,1-b][1,3]oxazin-6-yl)(2-fluoroethyl)carbamate N1=CC=C2OC[C@H](CN21)N(C(OC(C)(C)C)=O)CCF